2-(5-bromo-2-fluorophenyl)-2-(3-ethyl-5-(2-(3-fluoroazetidin-1-yl)ethyl)-2-oxopyridin-1(2H)-yl)acetic acid BrC=1C=CC(=C(C1)C(C(=O)O)N1C(C(=CC(=C1)CCN1CC(C1)F)CC)=O)F